tert-butyl 4-(4-aminophenyl)-3,6-dihydropyridine-1(2H)-carboxylate carbamate C(N)(O)=O.NC1=CC=C(C=C1)C=1CCN(CC1)C(=O)OC(C)(C)C